FC1(C[C@@H](N2N=C(N=C21)C(=O)N[C@@H]2C(N(C=1N(CC2)N=C(C1)C)C)=O)C1=CC=CC=C1)F |r| rac-(5R)-7,7-difluoro-5-phenyl-N-[rac-(6S)-2,4-dimethyl-5-oxo-7,8-dihydro-6H-pyrazolo[1,5-a][1,3]diazepin-6-yl]-5,6-dihydropyrrolo[1,2-b][1,2,4]triazole-2-carboxamide